N(=[N+]=[N-])CCOCCOCCOCCOCCOC1=CC=C(C2=CC=CC=C12)C1=CC=C(C=C1)[C@H](CC(=O)O)NC(CNC(C1=CC(=CC(=C1)NC=1NCC(CN1)O)O)=O)=O (3S)-3-(4-(4-((14-azido-3,6,9,12-tetraoxatetradecyl)oxy)naphthalen-1-yl)phenyl)-3-(2-(3-hydroxy-5-((5-hydroxy-1,4,5,6-tetrahydropyrimidin-2-yl)amino)benzamido)acetamido)propanoic acid